O(C1=CC=CC=C1)C=1C=C(C=CC1)C(CCC)=O 1-(3-phenoxyphenyl)-1-butanone